8-(4-(4-((4-bromo-2-(2,6-dioxopiperidin-3-yl)-1-oxoisoindolin-5-yl)methyl)piperazin-1-yl)piperidin-1-yl)-9-ethyl-6,6-dimethyl-11-oxo-6,11-dihydro-5H-benzo[b]carbazole-3-carbonitrile BrC1=C2CN(C(C2=CC=C1CN1CCN(CC1)C1CCN(CC1)C=1C(=CC2=C(C(C=3NC4=CC(=CC=C4C3C2=O)C#N)(C)C)C1)CC)=O)C1C(NC(CC1)=O)=O